COC(C1=CC(C(=O)OC)=CC=C1C1N(C=C(N1C1=CC=C(C=C1)N=NC1=CC(=CC(=C1)C(=O)O)C(=O)O)Br)CC=C)=O 1-allyl-bromo-3-(4-((3,5-dicarboxyphenyl)azo)phenyl)-1H-imidazole-isophthalic acid dimethyl ester